CC1=C(C(=CC=C1)C)NN (2,6-dimethylphenyl)hydrazine